monoeicosyl ether C(CCCCCCCCCCCCCCCCCCC)OCCCCCCCCCCCCCCCCCCCC